7-chloro-N-(3,4,5-trimethoxyphenyl)quinazolin-2-amine ClC1=CC=C2C=NC(=NC2=C1)NC1=CC(=C(C(=C1)OC)OC)OC